3-{[2,6-difluoro-3-(methylaminosulfonylamino)phenyl]methyl}-7-(3-pyridazinyloxy)-2H,3H-spiro[1,3-benzoxazine-4,1'-cyclobutan]-2-one FC1=C(C(=CC=C1NS(=O)(=O)NC)F)CN1C(OC2=C(C=CC(=C2)OC=2N=NC=CC2)C12CCC2)=O